2-dicyclohexylphosphino-2',6'-Diisopropoxy-1,1'-biphenyl C1(CCCCC1)P(C1=C(C=CC=C1)C1=C(C=CC=C1OC(C)C)OC(C)C)C1CCCCC1